N-allyl-amine C(C=C)N